C(C)(C)(C)C=1C=CC=2CC3=CC=C(C=C3C2C1)C(C)(C)C 3,6-di-tert-butylfluorene